CN1C(CCC1)(C)C=CS(=O)(=O)N(C(=O)[K])C1=C2CCCC2=CC=2CCCC12 ((2-(1,2-dimethylpyrrolidin-2-yl)vinyl)sulfonyl)((1,2,3,5,6,7-hexahydro-s-indacen-4-yl)carbamoyl)potassium